4-(4-trifluoromethyl-2-pyrimidinyloxy)piperidine FC(C1=NC(=NC=C1)OC1CCNCC1)(F)F